FC1=NC(=CC=C1C=1C=CC(=C(C(=O)NC)C1)OC[C@H]1CN(CCO1)C(C1=CC(=CC=C1)OCC1=NN=NN1C)=O)O (R)-5-(2-fluoro-6-hydroxypyridin-3-yl)-N-methyl-2-((4-(3-((1-methyl-1H-tetrazol-5-yl)methoxy)benzoyl)morpholin-2-yl)methoxy)benzamide